C(CCC)NC=1C2=C(N=C(N1)NC(=O)OC)C(=NN2CC2=C(C=C(C(=O)OC)C=C2)OC)F methyl 4-((7-(butylamino)-3-fluoro-5-((methoxycarbonyl)amino)-1H-pyrazolo[4,3-d]pyrimidin-1-yl)methyl)-3-methoxybenzoate